6-ethyl-5-(2-(4-methylpyridin-3-yl)quinolin-8-yl)pyridin-2-amine C(C)C1=C(C=CC(=N1)N)C=1C=CC=C2C=CC(=NC12)C=1C=NC=CC1C